[Cl-].C1=CCCC=CCC1.C1=CCCC=CCC1 bis(1,5-cyclooctadiene) chloride